CS(=O)(=O)C1=CC=C(C=C1)NC1=NC=C(C(=N1)NC1=C2CCNC(C2=CC=C1)=O)C(=O)N 2-{[4-(methylsulfonyl)phenyl]amino}-4-[(1-oxo-1,2,3,4-tetrahydroisoquinolin-5-yl)amino]pyrimidine-5-carboxamide